CC1CC2=C(CC(N1)=O)C=CC=C2 4-methyl-2,3,4,5-tetrahydro-1H-3-benzoazepin-2-one